CN(C)C[C@@]1(CN(CC1)C=1N=NC(=C2C1N=CC=C2)C2=C(C=C(C=C2)C(F)(F)F)O)O (S)-3-((dimethylamino)methyl)-1-(5-(2-hydroxy-4-(trifluoromethyl)phenyl)pyrido-[2,3-d]pyridazin-8-yl)pyrrolidin-3-ol